CC=1C=NC(=NC1)N1CCN(CC1)C(CCOC[C@H](C)NC1=C(C(NN=C1)=O)C(F)(F)F)=O (S)-5-((1-(3-(4-(5-Methylpyrimidin-2-yl)piperazin-1-yl)-3-oxopropoxy)propan-2-yl)amino)-4-(trifluoromethyl)pyridazin-3(2H)-one